1-ethyl 3-methyl 2-(3-bromophenyl)malonate BrC=1C=C(C=CC1)C(C(=O)OCC)C(=O)OC